7-(difluoromethyl)-1-{3-isopropylimidazo[1,5-a]pyrazin-1-yl}-3,4-dihydro-2H-quinoline FC(C1=CC=C2CCCN(C2=C1)C=1N=C(N2C1C=NC=C2)C(C)C)F